tert-butyl 2-[2-[2-[2-[2-[3-[2-[6-methyl-7-oxo-1-(p-tolylsulfonyl)pyrrolo[2,3-c]pyridin-4-yl]-4-nitro-phenoxy]phenoxy]ethoxy]ethoxy]ethoxy]ethoxy]acetate CN1C(C2=C(C(=C1)C1=C(OC=3C=C(OCCOCCOCCOCCOCC(=O)OC(C)(C)C)C=CC3)C=CC(=C1)[N+](=O)[O-])C=CN2S(=O)(=O)C2=CC=C(C=C2)C)=O